(2,4-Dimethylthiophene-3-yl)-1-[(1-methyl-1H-pyrazol-4-yl)(1-methyl-piperidin-3-yl)sulfamoyl]urea CC=1SC=C(C1N(C(=O)N)S(N(C1CN(CCC1)C)C=1C=NN(C1)C)(=O)=O)C